(6-bromopyrimidin-4-yl)tetrahydrofuran-3-ol BrC1=CC(=NC=N1)C1OCCC1O